C(C)(=O)[O-].C(C)[N+]1(CCCCC1)CCC 1-Ethyl-1-propylpiperidinium acetat